CC(CCCCCCCCCCC)OCCO 2-[(1-methyldodecyl)oxy]ethanol